(2R)-2-(6-{5-Chloro-2-[(oxan-4-yl)amino]pyrimidin-4-yl}-1-oxo-2,3-dihydro-1H-isoindol-2-yl)-N-[(1S)-1-{3-[2-(dimethylamino)ethoxy]-5-fluorophenyl}-2-hydroxyethyl]propanamid ClC=1C(=NC(=NC1)NC1CCOCC1)C1=CC=C2CN(C(C2=C1)=O)[C@@H](C(=O)N[C@H](CO)C1=CC(=CC(=C1)F)OCCN(C)C)C